C(C)OC1CN(C1)[C@@H]1[C@@H](CCCC1)N(C=1C=C2CN(C(C2=CC1)=O)C1C(NC(CC1)=O)=O)C 3-(5-(((1R,2S)-2-(3-ethoxyazetidin-1-yl)cyclohexyl)(methyl)amino)-1-oxoisoindolin-2-yl)piperidine-2,6-dione